C(C)S(=O)(=O)N1C[C@H]([C@@H](CC1)O)[C@@H]1N2C(C3=CC=CC=C13)=CN=C2 (3S,4R)-1-(Ethylsulfonyl)-3-((S)-5H-imidazo[5,1-a]isoindol-5-yl)piperidin-4-ol